1-(4-(7-chloro-6-(2-fluoro-6-hydroxyphenyl)-4-(4-methyl-3-pyridinyl)-1-phthalazinyl)-1-piperazinyl)-2-propen-1-one ClC1=C(C=C2C(=NN=C(C2=C1)N1CCN(CC1)C(C=C)=O)C=1C=NC=CC1C)C1=C(C=CC=C1O)F